7-(7,8-difluoronaphthalen-1-yl)-8-fluoro-2-(((2R,7aS)-2-fluorotetrahydro-1H-pyrrolizin-7a(5H)-yl)methoxy)-N-methyl-N-((R)-pyrrolidin-3-yl)pyrido[4,3-d]pyrimidin-4-amine FC1=CC=C2C=CC=C(C2=C1F)C1=C(C=2N=C(N=C(C2C=N1)N([C@H]1CNCC1)C)OC[C@]12CCCN2C[C@@H](C1)F)F